C(C)(C)(C)N1N=NC(=C1)C(=O)N[C@@H]1CCN(CC2=C1C=CC(=C2)B2OC(C(O2)(C)C)(C)C)C(=O)OC(C)(C)C tert-butyl (5R)-5-[(1-tert-butyltriazole-4-carbonyl)amino]-8-(4,4,5,5-tetramethyl-1,3,2-dioxaborolan-2-yl)-1,3,4,5-tetrahydro-2-benzazepine-2-carboxylate